(7-(3-(trifluoromethyl)-1H-pyrazol-4-yl)-8,9,10,11-tetrahydro-3H-pyrazolo[4,3-a]phenanthridin-1-yl)methanol FC(C1=NNC=C1C1=NC2=CC=C3C(=C2C=2CCCCC12)C(=NN3)CO)(F)F